NC1(CCC1)C(=O)NC1=NC=C(N=C1)OC1=CC=C(C2=C1C1(CC1)CO2)C 1-amino-N-[5-(7-methylspiro[2H-benzofuran-3,1'-cyclopropane]-4-yl)oxypyrazin-2-yl]cyclobutanecarboxamide